3,4,5-tribenzyloxybenzoyl-hydrazine C(C1=CC=CC=C1)OC=1C=C(C(=O)NN)C=C(C1OCC1=CC=CC=C1)OCC1=CC=CC=C1